2-(3,8-diazabicyclo[3.2.1]octan-8-yl)-5-(4-chloro-2-methyl-2H-indazol-5-yl)-3-methyl-3,7-dihydro-4H-pyrrolo[2,3-d]pyrimidin-4-one C12CNCC(CC1)N2C=2N(C(C1=C(N2)NC=C1C1=C(C2=CN(N=C2C=C1)C)Cl)=O)C